NC=1C(N(C2=C(N1)SC(=C2)CNC2CCCCC2)C2=CC(=C(C=C2)C)OC2=CC=CC=C2)=O amino-1-(4-methyl-3-phenoxyphenyl)-6-((cyclohexylamino)methyl)thieno[2,3-b]pyrazin-2(1H)-one